5-(2-(2-(Benzylthio)-6-morpholinopyridin-4-yl)-1H-pyrrolo[2,3-b]pyridin-4-yl)-1H-indazol-3-amine C(C1=CC=CC=C1)SC1=NC(=CC(=C1)C1=CC=2C(=NC=CC2C=2C=C3C(=NNC3=CC2)N)N1)N1CCOCC1